N1=CN=C2N1C=C(C=N2)C=2NC1=CC=C(C=C1C2C(C)C)C2CCN(CC2)C2CCS(CC2)(=O)=O 4-(4-(2-([1,2,4]triazolo[1,5-a]pyrimidin-6-yl)-3-isopropyl-1H-indol-5-yl)piperidin-1-yl)tetrahydro-2H-thiopyran 1,1-dioxide